(3R,5S)-tert-Butyl 4-(2-methoxy-2-oxoethyl)-3,5-dimethylpiperazine-1-carboxylate COC(CN1[C@@H](CN(C[C@@H]1C)C(=O)OC(C)(C)C)C)=O